(3R)-7-((2S,5R)-4-acryloyl-2,5-dimethylpiperazin-1-yl)-9-chloro-10-(5-chloro-2-fluorophenyl)-3-(3-morpholinopropyl)-2,3-dihydro-5H-[1,4]oxazino[2,3,4-ij]quinazolin-5-one C(C=C)(=O)N1C[C@@H](N(C[C@H]1C)C1=NC(N2C3=C(C(=C(C=C13)Cl)C1=C(C=CC(=C1)Cl)F)OC[C@H]2CCCN2CCOCC2)=O)C